1-[2-(2-chloro-5-fluoro-3-pyridyl)-6-[5-[(6-methylpyridazin-3-yl)amino]benzimidazol-1-yl]-3-pyridyl]ethanol methyl-(S)-2-aminobenzoate hydrochloride Cl.CC=1C(=C(C(=O)OC(C)C=2C(=NC(=CC2)N2C=NC3=C2C=CC(=C3)NC=3N=NC(=CC3)C)C=3C(=NC=C(C3)F)Cl)C=CC1)N